2-Amino-7-oxo-4,7-dihydro-5H-spiro[benzo[b]thiophene-6,1'-cyclopentane]-3-carboxylic acid NC1=C(C2=C(S1)C(C1(CCCC1)CC2)=O)C(=O)O